C1=CC(=CC=C1[N+](=O)[O-])SSC2=CC=C(C=C2)[N+](=O)[O-] 4,4'-dinitrodiphenyl disulfide